4-(ethylsulfonyl)phenylmethylamine C(C)S(=O)(=O)C1=CC=C(C=C1)CN